C(CCCCCC(C)(C)C)(=O)[O-].C(CCCCCC(C)(C)C)(=O)[O-].C(CCCCCCC)[Sn-]CCCCCCCC dioctyltin (i) dineodecanoate